FC(C(=O)O)(F)F.N[C@H](C(=O)NCC1=CC(=C(C=C1)S(=O)(=O)C)F)CCC(=O)N (2S)-2-amino-N-[(3-fluoro-4-methylsulfonylphenyl)methyl]Glutaramide trifluoroacetate